3-Bromo-6,7-difluoro-1-benzothiophene-2-carboxylic acid ethyl ester C(C)OC(=O)C=1SC2=C(C1Br)C=CC(=C2F)F